FC1(CCC(CC1)C1=NC=CC(=C1NC(=O)C12COC(CC1)(C2)C)C2=C(C=CC(=C2)F)F)F N-(2-(4,4-difluorocyclohexyl)-4-(2,5-difluorophenyl)pyridin-3-yl)-1-methyl-2-oxabicyclo[2.2.1]heptane-4-carboxamide